5-chloro-2-(methoxy-d3)benzonitrile ClC=1C=CC(=C(C#N)C1)OC([2H])([2H])[2H]